ClC1=C(C=CC(=N1)[C@H](CN1C[C@H]2[C@@](C1)([C@@H]([C@@H](C2)OC2=CC=CC=C2)O)O)O)O (3aR,4R,5R,6aS)-2-((S)-2-(6-chloro-5-hydroxypyridin-2-yl)-2-hydroxyethyl)-5-phenoxyhexahydrocyclopenta[c]pyrrole-3a,4(1H)-diol